CC1=C(OC2=C(C=C(C=C2C1=O)C)[C@@H](C)NC1=CC=C(C(=C1C#N)F)F)C=1C=NC=CC1 6-[[(1R)-1-[3,6-Dimethyl-4-oxo-2-(3-pyridyl)chromen-8-yl]ethyl]amino]-2,3-difluoro-benzonitrile